Hydroxymethylfuran-Carbonitril OCC1=C(OC=C1)C#N